6-Methyl-7-(1-phenethylpiperidin-3-yl)-3-(pyridin-4-yl)pyrazolo[1,5-a]pyrimidine CC=1C=NC=2N(C1C1CN(CCC1)CCC1=CC=CC=C1)N=CC2C2=CC=NC=C2